ethyl-2,4,6-trimethyl-benzamide C(C)C=1C(=C(C(=O)N)C(=CC1C)C)C